6-(1-methyl-1H-pyrazol-4-yl)pyrazolo[1,5-a]pyridin-4-ol CN1N=CC(=C1)C=1C=C(C=2N(C1)N=CC2)O